C(C)(C)(C)OC(=O)N1CCC(CC1)C1=C2C=NN(C2=CC(=C1)Cl)C1OCCCC1 4-(6-chloro-1-(tetrahydro-2H-pyran-2-yl)-1H-indazol-4-yl)piperidine-1-carboxylic acid tert-butyl ester